6-(3-pyrazin-2-yl-propoxy)-2-thieno[2,3-c]pyridin-5-yl-3H-quinazolin-4-one N1=C(C=NC=C1)CCCOC=1C=C2C(NC(=NC2=CC1)C=1C=C2C(=CN1)SC=C2)=O